O1NC=CC=C1 2H-1,2-oxazine